benzyl N-[1-(pyrrolidin-3-ylmethyl)-4-piperidyl]carbamate N1CC(CC1)CN1CCC(CC1)NC(OCC1=CC=CC=C1)=O